(2s,4s)-2-(Benzyloxy)-7-((2-(trimethylsilyl)ethoxy)methyl)-5,7-diazaspiro[3.4]octane-6,8-dione C(C1=CC=CC=C1)OC1CC2(C1)NC(N(C2=O)COCC[Si](C)(C)C)=O